rac-(1S,4R)-4-azido-1-methyl-7-(trifluoromethyl)isochromane N(=[N+]=[N-])[C@H]1CO[C@H](C2=CC(=CC=C12)C(F)(F)F)C |r|